OC1=C(C=CC=C1)C=1C=C2N3CCN(C[C@@H]3CNC2=NN1)C1=NC=C(C=N1)N1CCN(C2(CC2)C1)C1CC2(C1)CCC(CC2)C(=O)OCC Ethyl 2-[7-[2-[(10S)-4-(2-hydroxyphenyl)-1,5,6,8,12-pentazatricyclo[8.4.0.02,7]tetradeca-2,4,6-trien-12-yl]pyrimidin-5-yl]-4,7-diazaspiro[2.5]octan-4-yl]spiro[3.5]nonane-7-carboxylate